tert-butyl (1S,2S,4R)-2-(((benzyloxy)carbonyl)amino)-7-azabicyclo[2.2.1]heptane-7-carboxylate C(C1=CC=CC=C1)OC(=O)N[C@@H]1[C@@H]2CC[C@H](C1)N2C(=O)OC(C)(C)C